(R)-N1,N1-dimethyl-N4-(1-(2-methyl-3-(trifluoromethyl)phenyl)ethyl)-6-(piperazin-1-yl)phthalazine-1,4-diamine CN(C1=NN=C(C2=CC(=CC=C12)N1CCNCC1)N[C@H](C)C1=C(C(=CC=C1)C(F)(F)F)C)C